OC1=C(C=C(C=C1)/C=C/C(=O)NC1=C(C(=O)O)C=CC=C1)OC 2-[[(E)-3-(4-hydroxy-3-methoxy-phenyl)prop-2-enoyl]amino]benzoic acid